C(#N)C1=CC(=C(COC=2C=C(C=CC2)C2=CC(=C(C=C2)CC2=NC3=C(N2CCF)C=CC=C3)F)C=C1)F 2-((3'-(4-Cyano-2-fluorobenzyloxy)-3-fluorobiphenyl-4-yl)methyl)-1-(2-fluoroethyl)-1H-benzo[d]imidazol